COC1=C2C(NC(=NC2=CC(=C1)OC)C1=CC=C(C=C1)N1CCC(CC1)N1CCN(CC1)CC1=CC=C(C=C1)NC1C(NC(CC1)=O)=O)=O 3-((4-((4-(1-(4-(5,7-dimethoxy-4-oxo-3,4-dihydroquinazolin-2-yl)phenyl)piperidin-4-yl)piperazin-1-yl)methyl)phenyl)amino)piperidine-2,6-dione